FC1=C(C=CC=C1)C1=CC(=CN1S(=O)(=O)C=1C=NC=CC1)CNC 1-[5-(2-fluorophenyl)-1-[(pyridin-3-yl)sulfonyl]-1H-pyrrol-3-yl]-N-methyl-methylamine